(S)-2-(8-(4-chloro-3-fluorophenyl)-3-methoxy-6,7-dihydro-5H-benzo[7]annulen-9-yl)-5-(pyrrolidin-3-yloxy)pyrazine hydrochloride Cl.ClC1=C(C=C(C=C1)C=1CCCC2=C(C1C1=NC=C(N=C1)O[C@@H]1CNCC1)C=CC(=C2)OC)F